Chromeno[2,3-d]pyrimidine-2,4-dione N=1C(NC(C=2C1OC1=CC=CC=C1C2)=O)=O